(2E)-1-(3-bromophenyl)-3-(dimethylamino)-2-propen-1-one BrC=1C=C(C=CC1)C(\C=C\N(C)C)=O